FC(CN1N=CC(=C1)C1=C(NC=2N(C1=O)C=CC(C2)=O)C(F)(F)F)(C(F)(F)F)F 3-(1-(2,2,3,3,3-pentafluoropropyl)-1H-Pyrazol-4-yl)-2-(trifluoromethyl)-4H-pyrido[1,2-a]pyrimidine-4,8(1H)-dione